F[B-](F)(F)F.C(CC)NN1CN(C=C1)CCCC (1-propylamino-3-butylimidazole) tetrafluoroborate